(3-fluorophenyl)ethylamine FC=1C=C(C=CC1)CCN